FC1=CC(=C(C(=C1)C(C)C)NC(=O)N=S(=O)(N)C1=CC=C(C=C1)S(=O)(=O)C)C(C)C N'-(4-fluoro-2,6-diisopropylphenylcarbamoyl)-4-(methylsulfonyl)benzenesulfonimidamide